Cl.[NH3+]C(C(=O)O)CCC ammoniovaleric acid hydrochloride